((1-(6-(6-(Difluoromethyl)imidazo[1,2-b]pyridazin-3-yl)pyrimidin-4-yl)-2,5-dimethylpiperidin-3-yl)imino)dimethyl-λ6-sulfanone FC(C=1C=CC=2N(N1)C(=CN2)C2=CC(=NC=N2)N2C(C(CC(C2)C)N=S(=O)(C)C)C)F